IC=1N=NC(=CC1)I 3,6-diiodo-pyridazine